2-[[(5S)-5-amino-6-[4-[4-[[5-[1-(5-amino-2-pyridyl)-3-(trifluoromethyl)pyrazol-4-yl]-1-methyl-imidazole-2-carbonyl]amino]-2-chloro-benzoyl]piperazino]-6-keto-hexyl]amino]acetic acid N[C@@H](CCCCNCC(=O)O)C(=O)N1CCN(CC1)C(C1=C(C=C(C=C1)NC(=O)C=1N(C(=CN1)C=1C(=NN(C1)C1=NC=C(C=C1)N)C(F)(F)F)C)Cl)=O